C(N)(=O)NCC(C(=O)O)C 3-(CARBAMOYLAMINO)-2-METHYLPROPANOIC ACID